FC1([C@@H]([C@H]1C(NC=1C(=NC(=CC1)C1=C(C(=NO1)C)CNC1=NC=CC(=N1)C=1SC=CC1)C)=O)C(=O)O)F (1S,3S)-2,2-difluoro-3-((2-methyl-6-(3-methyl-4-(((4-(thiophen-2-yl)pyrimidin-2-yl)amino)methyl)isoxazol-5-yl)pyridin-3-yl)carbamoyl)cyclopropane-1-carboxylic acid